N[C@H]1CN(CC1)C1=C2C(=C(NC2=C(C=C1)C(=O)N)C)C (R)-4-(3-aminopyrrolidin-1-yl)-2,3-dimethyl-1H-indole-7-carboxamide